(4S,4'S)-2,2'-(1,3-bis(4-(tert-butyl)phenyl)propane-2,2-diyl)bis(4-(tert-butyl)-4,5-dihydro-oxazol) C(C)(C)(C)C1=CC=C(C=C1)CC(CC1=CC=C(C=C1)C(C)(C)C)(C=1OC[C@@H](N1)C(C)(C)C)C=1OC[C@@H](N1)C(C)(C)C